1-[3-(4-hydroxy-5-methyl-2-propyl-pyrazol-3-yl)-1H-1,2,4-triazol-5-yl]-5-methyl-pyrazolo[3,4-c]pyridine-3-carboxamide OC1=C(N(N=C1C)CCC)C1=NNC(=N1)N1N=C(C=2C1=CN=C(C2)C)C(=O)N